O=C1NC(CCC1C1=CC=C(C=C1)C1CCN(CC1)CCCCCCCCNC(=O)C=1C=NN2C1N=C(C=C2)N2[C@H](CCC2)C2=C(C=CC(=C2)F)F)=O |r| N-[8-[4-[4-(2,6-dioxo-3-piperidyl)phenyl]-1-piperidyl]octyl]-5-[rac-(2R)-2-(2,5-difluorophenyl)pyrrolidin-1-yl]pyrazolo[1,5-a]pyrimidine-3-carboxamide